ethyl 5-amino-4-(tetrahydro-2H-pyran-4-yl)-1H-pyrazole-3-carboxylate NC1=C(C(=NN1)C(=O)OCC)C1CCOCC1